4-[2-(1-acetyl-3-piperidyl)-1-(4-fluorophenyl)-4-hydroxy-indol-3-yl]benzoic acid C(C)(=O)N1CC(CCC1)C=1N(C2=CC=CC(=C2C1C1=CC=C(C(=O)O)C=C1)O)C1=CC=C(C=C1)F